9,9-dioctyl-2-fluoreneboronic acid C(CCCCCCC)C1(C2=CC=CC=C2C=2C=CC(=CC12)B(O)O)CCCCCCCC